2-(2-chlorothiophene-3-yl)-2,2-difluoroacetic acid ClC=1SC=CC1C(C(=O)O)(F)F